2-chloro-1-[4-(6-chloro-2-{[(2-chloro-4-fluorophenyl)methyl]amino}pyrimidin-4-yl)piperazin-1-yl]ethan-1-one ClCC(=O)N1CCN(CC1)C1=NC(=NC(=C1)Cl)NCC1=C(C=C(C=C1)F)Cl